(1S,3R,5R,7S)-1,3,5,7-tetramethyl-8-phenyl-2,4,6-trioxa-8-phosphaadamantane C[C@]12O[C@]3(O[C@](O[C@@](P1C1=CC=CC=C1)(C3)C)(C2)C)C